C(CC)C1CCCCC(=O)O1 6-propyl-ε-caprolactone